BrC=1C=C(C=C2C(C(N(C12)C(C)C)CBr)CCBr)C(=O)OC methyl 7-bromo-3-(2-bromoethyl)-2-(bromomethyl)-1-isopropylindoline-5-carboxylate